3-methoxy-4-((triisopropylsilyl)oxy)benzaldehyde COC=1C=C(C=O)C=CC1O[Si](C(C)C)(C(C)C)C(C)C